CN1C(OC2=C1C=C(C=C2C)N2N=CC(=C2)C=O)=O 1-(3,7-dimethyl-2-oxo-2,3-dihydrobenzo[d]oxazol-5-yl)-1H-pyrazole-4-carbaldehyde